C(C)(C)C1CCC(CC1)C(C)O 1-(4-isopropyl-cyclohexyl)-ethanol